((6-cyano-1-methyl-2-oxo-1,2-dihydro-1,5-naphthyridin-4-yl)(cyclopropylmethyl)amino)-N,N-dimethyl-[1,1'-biphenyl]-3-carboxamide C(#N)C=1N=C2C(=CC(N(C2=CC1)C)=O)N(CC1CC1)C1=C(C=CC=C1C(=O)N(C)C)C1=CC=CC=C1